5-bromo-2-oxo-1,2,3,4-tetrahydroquinoline-3-carbonitrile BrC1=C2CC(C(NC2=CC=C1)=O)C#N